tert-butyl 3-fluoro-4-((2-(3-((2-methoxy-4-(methylsulfonyl)phenyl)amino)prop-1-yn-1-yl)-1-(2,2,2-trifluoroethyl)-1H-indol-4-yl)amino)piperidine-1-carboxylate FC1CN(CCC1NC1=C2C=C(N(C2=CC=C1)CC(F)(F)F)C#CCNC1=C(C=C(C=C1)S(=O)(=O)C)OC)C(=O)OC(C)(C)C